O=CCCCCC(=O)SCCNC(CCNC([C@@H](C(COP(OP(OC[C@@H]1[C@H]([C@H]([C@@H](O1)N1C=NC=2C(N)=NC=NC12)O)OP(=O)(O)O)(=O)O)(=O)O)(C)C)O)=O)=O keto-hexanoyl-CoA